(2-methyl-4-(6-morpholinopyrazolo[1,5-a]pyrazin-4-yl)phenyl)methanamine dihydrochloride Cl.Cl.CC1=C(C=CC(=C1)C=1C=2N(C=C(N1)N1CCOCC1)N=CC2)CN